OCC1CCC(CC1)C=1N(C2=CC(=C(C=C2C1)NC(=O)C1=NC(=CC=C1)C(F)(F)F)OC)C N-[2-[4-(hydroxymethyl)cyclohexyl]-6-methoxy-1-methyl-indol-5-yl]-6-(trifluoromethyl)pyridine-2-carboxamide